FC=1C=C(CC=2C=C3C(=NNC3=CC2)NC(C2=C(C=C(C=C2)N2CCN(CC2)CCC#CC2=CC=CC=3N(C=NC32)C3C(NC(CC3)=O)=O)NC3CCOCC3)=O)C=C(C1)F N-(5-(3,5-difluorobenzyl)-1H-indazol-3-yl)-4-(4-(4-(1-(2,6-dioxopiperidin-3-yl)-1H-benzo[d]imidazol-4-yl)but-3-yn-1-yl)piperazin-1-yl)-2-((tetrahydro-2H-pyran-4-yl)amino)benzamide